COC=1C=CC(=NC1)B1OC(CN(CC(O1)=O)C)=O 2-(5-Methoxypyridin-2-yl)-6-methyl-1,3,6,2-dioxazaborocane-4,8-dione